C(#N)C(C(=O)OCC)(CO)C ethyl 2-cyano-3-hydroxy-2-methyl-propanoate